CC1=C[C@@H]2[C@H](C(OC=3C=C(C=C(C23)O)CCCCCCCC)=C)CC1 (6Ar,10aR)-9-methyl-6-methylidene-3-octyl-6a,7,8,10a-tetrahydrobenzo[c]chromen-1-ol